xylenediyl oxide C=1(C(=C2C(=CC1)O2)C)C